2,5-bis(hydroxymethyl)-tetrahydrofuran OCC1OC(CC1)CO